FC1=CC2=C(N(C(=N2)NC=2OC3=C(N2)C=C(C=C3)C=O)C)C=C1 2-[(5-fluoro-1-methyl-1H-1,3-benzodiazol-2-yl)amino]-1,3-benzoxazole-5-carbaldehyde